NCCC(C)C1=NC=NC(=C1)C1=C(C=CC=C1C)C 4-(3-amino-1-methyl-propyl)-6-(2,6-dimethylphenyl)pyrimidin